2-benzyl-2-(((2R,3R,4R,5R)-3,4-diacetoxy-5-(2,6-dichloro-9H-purin-9-yl)-3-ethynyltetrahydrofuran-2-yl)methoxy)-malonic acid 1-ethyl 3-prop-1-en-1-yl ester C(=CC)OC(C(C(=O)OCC)(OC[C@H]1O[C@H]([C@@H]([C@]1(C#C)OC(C)=O)OC(C)=O)N1C2=NC(=NC(=C2N=C1)Cl)Cl)CC1=CC=CC=C1)=O